3-(5-(((1-benzylpiperidin-4-yl)(methyl)amino)methyl)-1-oxoisoindolin-2-yl)piperidine-2,6-dione C(C1=CC=CC=C1)N1CCC(CC1)N(C)CC=1C=C2CN(C(C2=CC1)=O)C1C(NC(CC1)=O)=O